2-(4-((tetrahydro-2H-pyran-4-carboxamido)methyl)piperidin-1-yl)thiazole O1CCC(CC1)C(=O)NCC1CCN(CC1)C=1SC=CN1